3-methyl-1H-pyrazole-5-carboxylate CC1=NNC(=C1)C(=O)[O-]